6-((1S,3R)-3,6-dimethyl-2-(2,2,2-trifluoroethyl)-2,3,4,9-tetrahydro-1H-pyrido[3,4-b]indol-1-yl)-N-((S)-1-(3-fluoropropyl)pyrrolidin-3-yl)pyridin-3-amine C[C@@H]1CC2=C(NC3=CC=C(C=C23)C)[C@H](N1CC(F)(F)F)C1=CC=C(C=N1)N[C@@H]1CN(CC1)CCCF